S(=O)(=O)(O)CN[C@@H](CC(=O)O)C(=O)O N-(sulfomethyl)aspartic acid